C(C1=CC=CC=C1)OCC1=NC2=CC(=C(C=C2C(=N1)OCC(F)(F)F)Br)OC 2-((Benzyloxy)methyl)-6-bromo-7-methoxy-4-(2,2,2-trifluoroethoxy)quinazoline